CC=1C=NC=CC1NC=1C=C(C(=O)NC2=CC(=CC=C2)OC2=CC=NC=C2)C=CC1 3-((3-methylpyridin-4-yl)amino)-N-(3-(pyridin-4-yloxy)phenyl)benzamide